1-(4-(3-(4,4-difluorocyclohexyl)-1,2,4-oxadiazol-5-yl)-4-hydroxypiperidin-1-yl)-2-(3-methyl-1,2,4-oxadiazol-5-yl)ethan-1-one FC1(CCC(CC1)C1=NOC(=N1)C1(CCN(CC1)C(CC1=NC(=NO1)C)=O)O)F